5-methoxy-4-(2-(oxetan-3-ylmethyl)-2,8-diazaspiro[4.5]decan-8-yl)-2-(pyridin-4-yl)pyrido[3,4-d]pyrimidine COC1=CN=CC=2N=C(N=C(C21)N2CCC1(CCN(C1)CC1COC1)CC2)C2=CC=NC=C2